(4-(3-(4-(4-(2-(4-(2-(2,6-dioxopiperidin-3-yl)-1,3-dioxoisoindolin-5-yl)piperazin-1-yl)ethyl)piperidin-1-yl)benzoyl)-6-hydroxybenzo[b]thiophen-2-yl)phenyl)boronic acid O=C1NC(CCC1N1C(C2=CC=C(C=C2C1=O)N1CCN(CC1)CCC1CCN(CC1)C1=CC=C(C(=O)C=2C3=C(SC2C2=CC=C(C=C2)B(O)O)C=C(C=C3)O)C=C1)=O)=O